[Pb](I)I.FC(C[NH3+])(F)F Trifluoroethylammonium lead iodide